C(C)(C)(C)OC(=O)N1CCN(CC1)C1=C2C=CC(=NC2=C(C=C1)C(=O)O)C 5-[4-(t-butoxycarbonyl)piperazin-1-yl]-2-methylquinoline-8-carboxylic acid